3-(6-(4-(morpholinomethyl)benzyl)-2-oxobenzo[cd]indol-1(2H)-yl)piperidine-2,6-dione O1CCN(CC1)CC1=CC=C(CC=2C=3C4=C(C(N(C4=CC2)C2C(NC(CC2)=O)=O)=O)C=CC3)C=C1